C(#N)C=1C=NN2C1C(=CC(=C2)C=2N=NN(C2C)C2CCN(CC2)C#N)OC(C)C 4-(4-[3-Cyano-4-iso-propoxypyrazolo[1,5-a]pyridin-6-yl]-5-methyl-1,2,3-triazol-1-yl)piperidine-1-carbonitrile